N1C(=CC=C1)S(=O)(=O)N[2H] pyrrolesulfonamide-d